ClC=1C=NN(C(C1Cl)=O)C(C(=O)NC1=CC(=C(C=C1)C)S(NCC(C1=CC=CC=C1)C1=CC=CC=C1)(=O)=O)C 2-(4,5-dichloro-6-oxopyridazin-1(6H)-yl)-N-(3-(N-(2,2-diphenylethyl)sulfamoyl)-4-methylphenyl)propanamide